O1[C@@H](COCC1)COC1=NC(N2C(C3=CC=C(C=C3CC2)CCCOC)=C1)=O 2-((S)-1-[1,4]Dioxan-2-ylmethoxy)-9-(3-methoxy-propyl)-6,7-dihydro-pyrimido[6,1-a]isoquinolin-4-one